C(=O)(O)C=1C(NC(N([C@H]2C[C@H](O)[C@@H](CO)O2)C1)=O)=O 5-carboxy-deoxyuridine